(S)-8-chloro-6-(((5-cyano-1-cyclopropyl-1H-1,2,3-triazol-4-yl)(6-fluoro-2-methylpyridin-3-yl)methyl)amino)-4-(neopentylamino)quinoline-3-carbonitrile ClC=1C=C(C=C2C(=C(C=NC12)C#N)NCC(C)(C)C)N[C@@H](C=1C(=NC(=CC1)F)C)C=1N=NN(C1C#N)C1CC1